3-(6-chloro-2,4-difluoro-3-methoxyphenyl)-6-fluoro-1-benzothiophene-2-carboxylic acid ClC1=CC(=C(C(=C1C1=C(SC2=C1C=CC(=C2)F)C(=O)O)F)OC)F